NC1=CC=C(C2=CC=CC=C12)C#N 4-amino-1-naphthalenecarbonitrile